tert-Butyl (2R)-2-[[[4-[4-[[1-[(4-fluorophenyl)carbamoyl]cyclopropanecarbonyl]-amino]phenoxy]-7-methoxyquinazoline-6-carbonyl]amino]methyl]pyrrolidine-1-carboxylate FC1=CC=C(C=C1)NC(=O)C1(CC1)C(=O)NC1=CC=C(OC2=NC=NC3=CC(=C(C=C23)C(=O)NC[C@@H]2N(CCC2)C(=O)OC(C)(C)C)OC)C=C1